Tungsten telluride sulfide [W](=[Te])=S